C(C)OC(C[C@@H](C1=C(C=CC(=C1)Br)OC)N([C@H](C)C1=CC=CC=C1)CC1=CC=CC=C1)=O (S)-3-(benzyl-((R)-1-phenylethyl)amino)-3-(5-bromo-2-methoxyphenyl)propanoic acid ethyl ester